2,4,6-trimethylformylphenyl ethyl phosphate P(=O)(OC1=C(C=C(C=C1C(=O)C)C(=O)C)C(=O)C)(OCC)[O-]